CNC1=NC=C(C(=C1)C)C(F)(F)F N,4-dimethyl-5-(trifluoromethyl)pyridin-2-amine